[I-].C[N+]1=CC=CC=C1 N-methylpyridinium iodide